C[C@@]1(CC[C@@]2([C@@H](C1)CC[C@]3([C@H]2CCCC3=C)C)C)C=C The molecule is a carbotricyclic compound and diterpene that is tetradecahydrophenanthrene which is substituted by a methylene group at position 1, methyl groups at positions 4b, 7, and 10a, and a vinyl group at position 7 (the 4aS,4bR,7S,8aR,10aS stereoisomer). It has a role as a plant metabolite. It is a carbotricyclic compound, a diterpene and an olefinic compound.